(R)-(2-((1-(2-(4,4-dimethylpiperidin-1-yl)-3,6-dimethyl-4-oxo-4H-chromen-8-yl)ethyl)amino)-6-fluorophenyl)boronic acid CC1(CCN(CC1)C=1OC2=C(C=C(C=C2C(C1C)=O)C)[C@@H](C)NC1=C(C(=CC=C1)F)B(O)O)C